BrC1=CC2=C(OCCN2C(=O)OC(C)(C)C)N=C1C#N tert-butyl 7-bromo-6-cyano-2,3-dihydro-1H-pyrido[2,3-b][1,4]oxazine-1-carboxylate